N-[2-(azetidin-3-yl)propyl]sulfuric diamide trifluoroacetate FC(C(=O)O)(F)F.N1CC(C1)C(CNS(N)(=O)=O)C